FC1(CC(CC1)NC1=NC(=NC(=N1)NC1CC(CC1)(F)F)N1N=C(C=C1)C(F)(F)F)F N2,N4-bis(3,3-difluorocyclopentyl)-6-(3-(trifluoromethyl)-1H-pyrazol-1-yl)-1,3,5-triazine-2,4-diamine